C(CCCCCCCC)(=O)C([C@](O)([C@@](O)([C@](O)(COC(CCCCCCCC)=O)C(CCCCCCCC)=O)C(CCCCCCCC)=O)C(CCCCCCCC)=O)O 1,2,3,4,5-O-pentanonanoyl-xylitol